tert-butyl 3-(7-morpholino-2-(pyridin-4-yl)pyrazolo[1,5-a]pyrimidin-5-yl)azetidine-1-carboxylate O1CCN(CC1)C1=CC(=NC=2N1N=C(C2)C2=CC=NC=C2)C2CN(C2)C(=O)OC(C)(C)C